triphenyliodonium trifluoroborate B(F)(F)F.C1(=CC=CC=C1)[IH+](C1=CC=CC=C1)C1=CC=CC=C1